COC=1C=CC(=NC1)COC1=CC(=C(C=C1)O)[N+](=O)[O-] 4-[(5-methoxypyridin-2-yl)methoxy]-2-nitrophenol